2,2-difluoro-2-iodo-1-phenylethane FC(CC1=CC=CC=C1)(I)F